C(C)(C)(C)C1=CC=C(N=N1)C=1C=C2CCN(C(C2=CC1)=O)C=1C=CC(=C(C1)CS(=O)(=O)N)OCOCCOC 5-(6-(6-(tert-butyl)pyridazin-3-yl)-1-oxo-3,4-dihydroisoquinolin-2(1H)-yl)-2-((2-methoxyethoxy)methoxy)phenyl-methanesulfonamide